BrC1=CC=2C3=C(C=NC2C=C1F)N(C(C31CN(C1)C1=CC=C(C=C1)CC)=O)C 8'-Bromo-1-(4-ethylphenyl)-7'-fluoro-3'-methylspiro[azetidine-3,1'-pyrrolo[2,3-c]quinolin]-2'(3'H)-one